CC([C@H](C(=O)O)NC1=C(C(=NC(=C1F)F)F)F)C (2R)-3-Methyl-2-[(2,3,5,6-tetrafluoropyridin-4-yl)amino]butanoic acid